1,3-dibromo-6,6-dimethyl-5,6,7,8-tetrahydronaphthalene-2-carbonitrile BrC1=C(C(=CC=2CC(CCC12)(C)C)Br)C#N